bismaleimide platinum (IV) [Pt+4].C1(C=CC(N1)=O)=O.C1(C=CC(N1)=O)=O